FC1=CC(=NC=C1)N1CCC2(C[C@@H]3OC[C@H](N3C2=O)C2=CC=CC=C2)CC1 (3'R,7a'S)-1-(4-fluoropyridin-2-yl)-3'-phenyltetrahydro-5'H-spiro[piperidine-4,6'-pyrrolo[2,1-b][1,3]oxazol]-5'-one